C1(=CC=CC=C1)C1(C2=CC=CC=C2C=2C(=CC=CC12)C1=C(C=CC=C1)N(C1=CC=2C(C3=CC=CC=C3C2C=C1)(C)C)C1=CC=C(C=C1)C1=CC=CC=C1)C1=CC=CC=C1 N-[2-(9,9-diphenyl-9H-fluoren-4-yl)phenyl]-N-(1,1'-biphenyl-4-yl)-9,9-dimethyl-9H-fluorene-2-amine